C12CN(CC(CC1)O2)C2=CC(=NC=1N2N=CC1)N1CC2CCC(C1)O2 3-(7-(8-oxa-3-azabicyclo[3.2.1]oct-3-yl)pyrazolo[1,5-a]pyrimidin-5-yl)-8-oxa-3-azabicyclo[3.2.1]octane